ethyl 4-[4-(5-cyclobutylmethoxymethyl-thiophen-3-yl)-2,6-difluoro-phenoxy]-butyrate C1(CCC1)COCC1=CC(=CS1)C1=CC(=C(OCCCC(=O)OCC)C(=C1)F)F